Methanone citrate C(CC(O)(C(=O)O)CC(=O)O)(=O)O.C=O